N-(2-(2-(1-hydroxy-1,3-dihydrobenzo[c][1,2]oxaborol-7-yl)acetamido)ethyl)-N-(2-(1-hydroxy-1,3-dihydrobenzo[c][1,2]oxaborol-7-yl)acetyl)glycine OB1OCC2=C1C(=CC=C2)CC(=O)NCCN(CC(=O)O)C(CC2=CC=CC1=C2B(OC1)O)=O